C[Si](C)(C)C(C1=CC=C(C=C1)CC)Cl (trimethylsilyl)-4-ethylbenzyl chloride